bicyclo[3.2.1]oct-2-en-3-yl-(trimethyl)silane C12C=C(CC(CC1)C2)[Si](C)(C)C